C(C)(=O)N1CC(C1)C1=C(N(C=C1)S(N)(=O)=O)C(=O)O 3-(1-acetylazetidin-3-yl)-1-sulfamoyl-1H-pyrrole-2-carboxylic acid